ClC1=CC=C(C=C1)C(C(=O)O)N(C)C 2-(4-chlorophenyl)-2-(dimethylamino)acetic acid